C(C1=CC=CC=C1)(=O)N1CC2=C(N(C=3C=CC=CC23)C(C(=O)NO)CCCC)CC1 (2-benzoyl-1,2,3,4-tetrahydro-5H-pyrido[4,3-b]indol-5-yl)-N-hydroxyhexanamide